6-bromo-7-methylquinoline-2,4-dicarboxylic acid BrC=1C=C2C(=CC(=NC2=CC1C)C(=O)O)C(=O)O